(R)-N-(4-((6-(4-isopropylpiperidin-1-yl)-2-methylpyridin-3-yl)amino)benzyl)-2-oxoimidazolidine-4-carboxamide C(C)(C)C1CCN(CC1)C1=CC=C(C(=N1)C)NC1=CC=C(CNC(=O)[C@@H]2NC(NC2)=O)C=C1